6-cyclopropyl-3-(1-(2,5-difluorophenyl)but-3-yn-1-yl)-1-methylpyridin-2(1H)-one C1(CC1)C1=CC=C(C(N1C)=O)C(CC#C)C1=C(C=CC(=C1)F)F